C1(=CC=CC=C1)C1=CC=CN2C1=NS(CC2)(=O)=O 9-phenyl-3,4-dihydropyrido[2,1-c][1,2,4]thiadiazine 2,2-dioxide